COC=1C=C2CCN(CC2=CC1)CCC=1SC=CC1 6-Methoxy-2-(2-(thiophen-2-yl)ethyl)-1,2,3,4-tetrahydroisoquinoline